1-(2-(1,3-Dioxan-2-yl)ethyl)-3-methyl-1H-indole O1C(OCCC1)CCN1C=C(C2=CC=CC=C12)C